[C@H]1([C@H](O)[C@H](O)[C@H](O1)CO)N1C(=O)NC(=O)C(=C1)COC(C)C1=CC=CC=C1 1-α-D-ribofuranosyl-5-[1-(phenyl)ethoxymethyl]uracil